N-[6-(benzyloxy)-4-bromo-2-fluoro-3-(prop-2-en-1-yl)phenyl]-2,2,2-trifluoroacetamide C(C1=CC=CC=C1)OC1=CC(=C(C(=C1NC(C(F)(F)F)=O)F)CC=C)Br